C(C)OC=1C(=C(C(=C2C=NNC12)C1=CN=CS1)SC)F 5-(7-ethoxy-6-fluoro-5-(methylthio)-1H-indazol-4-yl)thiazole